OCCSC1=CC=C(C=C1)C1(C=2C=CC=CC2C(C2=CC=CC=C12)=O)C1=CC=C(C=C1)SCCO 10,10-bis[4-(2-hydroxyethylthio)phenyl]anthrone